CC1=NC(=CC(=N1)NC1=NC=C(C(=O)NOCC)C(=C1)NC1=C(C(=CC(=C1)F)C1=NC=CN=C1)OC)C 6-((2,6-dimethyl-pyrimidin-4-yl)amino)-N-ethoxy-4-((5-fluoro-2-methoxy-3-(pyrazin-2-yl)phenyl)amino)nicotinamide